(1r,3r)-3-((tert-butoxycarbonyl)amino)cyclobutane-1-carboxylic acid CC(C)(C)OC(=O)NC1CC(C1)C(=O)O